4-(3,5-bis(trifluoromethyl)phenyl)-1-(4-(3,4-dichlorophenyl)-5-(isopropylsulfanyl)thiazol-2-yl)-N,3-dimethyl-N-(5-(trifluoromethyl)-1,3,4-thiadiazol-2-yl)-1H-pyrazole-5-carboxamide FC(C=1C=C(C=C(C1)C(F)(F)F)C=1C(=NN(C1C(=O)N(C=1SC(=NN1)C(F)(F)F)C)C=1SC(=C(N1)C1=CC(=C(C=C1)Cl)Cl)SC(C)C)C)(F)F